(2-((5-Bromo-2-((5-ethyl-2-methoxy-4-(4-(4-methylpiperazin-1-yl)piperidin-1-yl)phenyl)amino)pyrimidin-4-yl)amino)-5-(4-methyl-1H-pyrazol-1-yl)phenyl)dimethylphosphine oxide BrC=1C(=NC(=NC1)NC1=C(C=C(C(=C1)CC)N1CCC(CC1)N1CCN(CC1)C)OC)NC1=C(C=C(C=C1)N1N=CC(=C1)C)P(C)(C)=O